(S)-2-((4-(6-((4-cyano-2-methoxybenzyl)oxy)pyridin-2-yl)-5,6-dihydro-1,2,4-triazin-1(4H)-yl)methyl)-4-fluoro-1-(oxetan-2-ylmethyl)-1H-benzo[d]imidazole C(#N)C1=CC(=C(COC2=CC=CC(=N2)N2C=NN(CC2)CC2=NC3=C(N2C[C@H]2OCC2)C=CC=C3F)C=C1)OC